C(N)(=O)C=1NC(=C(C1C1=CC(=C(C(=O)O)C=C1)OC)C1=C(C=C(C=C1)NC(C(=C)C)=O)Cl)Cl 4-(2-Carbamoyl-5-chloro-4-(2-chloro-4-methacryloylaminophenyl)-1H-pyrrol-3-yl)-2-methoxybenzoic acid